BrC1=CC=2N(C(N(C(C2S1)=O)C=1C=NC=C(C1)CO[Si](C)(C)C(C)(C)C)=O)CCC#N 3-(6-bromo-3-(5-(((tert-butyldimethylsilyl)oxy)methyl)pyridin-3-yl)-2,4-dioxo-3,4-dihydrothieno[3,2-d]pyrimidin-1(2H)-yl)propanenitrile